N-(2-(2-ethoxypyrimidin-4-yl)-1H-pyrrolo[3,2-c]pyridin-6-yl)-3-methoxy-4-(2-methoxyethoxy)benzamide C(C)OC1=NC=CC(=N1)C1=CC=2C=NC(=CC2N1)NC(C1=CC(=C(C=C1)OCCOC)OC)=O